methyl 3-[(2-chloro-6-methylsulfanyl-pyrimidin-4-yl)sulfamoyl]benzoate ClC1=NC(=CC(=N1)NS(=O)(=O)C=1C=C(C(=O)OC)C=CC1)SC